S1C=NC2=C1C=C(C=C2)\C=C\2/N=C(NC2=O)N[C@@H]2[C@H](CCC2)OC (4Z)-4-(1,3-benzothiazol-6-ylmethylene)-2-[[(1S,2S)-2-methoxycyclopentyl]amino]-1H-imidazol-5-one